methyl (S)-4-(2-(5-cyclopropyl-4-fluoro-3,3-dimethyl-2-oxoindol-1-yl) acetamido)-3-fluorobutyrate C1(CC1)C=1C(=C2C(C(N(C2=CC1)CC(=O)NC[C@H](CC(=O)OC)F)=O)(C)C)F